Cl[C@H]1[C@@H](O[C@@H]([C@H]1O)CO)N1C=NC=2C(N)=NC=NC12 2'-chlorodeoxyadenosine